C1(=CCC1)C(=O)N1CC(C1)C1=NN(C2=NC=CC(=C21)C(CO)O)C2=CC=C(C=C2)OC(F)(F)F cyclobut-1-en-1-yl(3-(4-(1,2-dihydroxyethyl)-1-(4-(trifluoromethoxy)phenyl)-1H-pyrazolo[3,4-b]pyridin-3-yl)azetidin-1-yl)methanone